2-(2-methoxy-benzylidene)-indan-1-one COC1=C(C=C2C(C3=CC=CC=C3C2)=O)C=CC=C1